3-fluoro-5,8,8-trimethyl-6-oxo-5-(3-(4,4,5,5-tetramethyl-1,3,2-dioxaborolan-2-yl)phenyl)-5,6,7,8,9,10-hexahydrobenzo[b][1,8]naphthyridine FC1=CC=2C(C3=C(NC2N=C1)CC(CC3=O)(C)C)(C3=CC(=CC=C3)B3OC(C(O3)(C)C)(C)C)C